ClC=1C=CC=C2C(C=C(OC12)C1=C(OCCN2C(N(CC2)C)=O)C=C(C=C1)C)=O 1-[2-[2-(8-chloro-4-oxo-chromen-2-yl)-5-methyl-phenoxy]ethyl]-3-methyl-imidazolidin-2-one